ClC=1C=C(C=C(C1CC=1OC(N(N1)C1CCCC1)=O)Cl)N1N=C(C(NC1=O)=O)C(F)(F)F 2-(3,5-dichloro-4-((4-cyclopentyl-5-oxo-4,5-dihydro-1,3,4-oxadiazol-2-yl)methyl)phenyl)-6-(trifluoromethyl)-1,2,4-triazine-3,5(2H,4H)-dione